4-Chloro-2-(tetrahydro-2H-pyran-4-yl)-7-azaindole ClC1=C2C=C(NC2=NC=C1)C1CCOCC1